C(=O)C1=CC=C(C=C1)C1=NC=2N(C(=C1)O)N=C(C2C2=C(C=C(C=C2)F)F)C.[Na] sodium 5-(4-formylphenyl)-3-(2,4-difluorophenyl)-2-methylpyrazolo[1,5-a]pyrimidin-7-ol